FC1=C(C(=CC(=C1)\C=C\C1=CC=C(C=C1)F)OC)C(C)C (E)-1-Fluoro-5-(4-fluorophenylvinyl)-2-isopropyl-3-methoxybenzene